C(C)(C)C=1C(=NNC1C=1C=C(C=2N(C1)N=CN2)C)C(=O)NC2CN(C2)C(C)C 4-isopropyl-N-(1-isopropylazetidin-3-yl)-5-(8-methyl-[1,2,4]triazolo[1,5-a]pyridin-6-yl)-1H-pyrazole-3-carboxamide